CSC1=CC=CC=2C=3N(C(=NC12)NC=1C(N=CC=CC1)=O)N=C(N3)C=3C=NN(C3)C(C)C (3R)-3-({7-(methylsulfanyl)-2-[1-(prop-2-yl)-1H-pyrazol-4-yl][1,2,4]triazolo[1,5-c]quinazolin-5-yl}amino)azepin-2-one